(3aR,4S,7R,7aS)-2-{(1R,2R)-2-[4-(1,2-benzisothiazol-3-yl)piperazin-1-ylmethyl]Cyclohexylmethyl}hexahydro-4,7-methylene-2H-isoindole-1,3-dione hydrochloride Cl.S1N=C(C2=C1C=CC=C2)N2CCN(CC2)C[C@H]2[C@H](CCCC2)CC2[C@H]1[C@H]3C(NC([C@H]3[C@@H]2CC1)=O)=O